CN(C(=O)NC1=CC(=C(C=C1)OC)Cl)C N,N-dimethyl-N'-(3-chloro-4-methoxyphenyl)urea